6'-chloro-N-hydroxy-2'-oxo-1'-(1-propyl-1H-pyrazol-4-yl)-1,3-dihydrospiro[indene-2,3'-indoline]-5-carboxamide ClC1=CC=C2C3(C(N(C2=C1)C=1C=NN(C1)CCC)=O)CC1=CC=C(C=C1C3)C(=O)NO